2'-deoxy-2',2'-difluorocytidine-5'-carbonate C(O)(=O)OC[C@@H]1[C@H](C([C@@H](O1)N1C(=O)N=C(N)C=C1)(F)F)O